C(C)(C)(C)N1CCC(CC1)N1N=NC(=C1)[C@H](C1=C2C=CN(C(C2=CC=C1)=O)C)NC=1C=C2C(=C(C=NC2=C(C1)Cl)C#N)NCC(C)(C)C (S)-6-(((1-(1-(tert-butyl)piperidin-4-yl)-1H-1,2,3-triazol-4-yl)(2-methyl-1-oxo-1,2-dihydroisoquinolin-5-yl)methyl)amino)-8-chloro-4-(neopentylamino)quinoline-3-carbonitrile